CO[Si](CCCSC1C(CCC(C1)C)=C(C)C)(OC)OC trimethoxy(3-((5-methyl-2-(propan-2-ylidene)cyclohexyl)thio)propyl)silane